(1R,2S)-2-(8-(2-(5-methyl-1H-pyrazol-4-yl)pyrido[3,4-d]pyrimidin-4-yl)-2,8-diazaspiro[4.5]decan-2-yl)cyclobutan-1-ol CC1=C(C=NN1)C=1N=C(C2=C(N1)C=NC=C2)N2CCC1(CCN(C1)[C@@H]1[C@@H](CC1)O)CC2